ClC1=C(C=CC=C1)N1C=2N(C3=C(C1=O)C=NC(=N3)NC3=CC=C(C=C3)N3CC1CNCC1C3)C=CN2 6-(2-chlorophenyl)-2-{[4-(hexahydropyrrolo[3,4-c]pyrrol-2(1H)-yl)phenyl]amino}imidazo[1,2-a]pyrimido[5,4-e]pyrimidin-5(6H)-one